N4-(3-nitrophenyl)-pyrimidine-2,4-diamine [N+](=O)([O-])C=1C=C(C=CC1)NC1=NC(=NC=C1)N